N1=C(N=CC=C1)C(CC(=O)O)C1(CC1)C(F)(F)F 3-(pyrimidin-2-yl)-3-(1-(trifluoromethyl)cyclopropyl)propanoic acid